2-(2-oxa-7-azaspiro-[3.5]nonan-7-yl)-N-(3-sulfamoylphenyl)-5-(trimethylsilyl)-nicotinamide C1OCC12CCN(CC2)C2=C(C(=O)NC1=CC(=CC=C1)S(N)(=O)=O)C=C(C=N2)[Si](C)(C)C